2-(2,6-dioxopiperidin-3-yl)-3-oxo-N-((S)-1-phenylethyl)-2,3-dihydro-1H-indazole-6-carboxamide O=C1NC(CCC1N1NC2=CC(=CC=C2C1=O)C(=O)N[C@@H](C)C1=CC=CC=C1)=O